2,4-dichloro-6-carboxy-pyrimidine-5-carboxylic acid methyl ester COC(=O)C=1C(=NC(=NC1C(=O)O)Cl)Cl